methyl 2-(1-((5-(2-(4,5-dichloro-6-oxopyridazin-1(6H)-yl)acetamido)-2-methylphenyl)sulfonyl)piperidin-4-yl)acetate ClC=1C=NN(C(C1Cl)=O)CC(=O)NC=1C=CC(=C(C1)S(=O)(=O)N1CCC(CC1)CC(=O)OC)C